C(C)(C)(C)OC(=O)N1CC(CC1)(C1=NN=C(N1)C1=CC=NC=C1)NC=1C=C(C(=O)O)C=CC1 3-[[1-(tert-butoxycarbonyl)-3-[5-(pyridin-4-yl)-4H-1,2,4-triazol-3-yl]pyrrolidin-3-yl]amino]benzoic acid